CC1=NC=2CCC(CC2C(N1)=O)N(CC1=CC=C(C=C1)C(C1=CC=CC=2C3=CC=CC=C3CC12)(C1=CC=CC=2C3=CC=CC=C3CC12)C1=CC=CC=2C3=CC=CC=C3CC12)C 2-methyl-6-[methyl-[[4-[tris(fluorenyl)methyl]phenyl]methyl]amino]-5,6,7,8-tetrahydro-3H-quinazolin-4-one